methyl-4-methylpiperazine CN1CCN(CC1)C